4,6-di-tertbutylphenol C(C)(C)(C)C1=CC=C(C(=C1)C(C)(C)C)O